[N+](=O)([O-])C1=C(C=C(C=C1)C(F)(F)F)CC(CC(=O)OC)=O methyl 4-[2-nitro-5-(trifluoromethyl)phenyl]-3-oxobutanoate